3-((5-Chloropyridin-3-yl)oxy)-1-((4-fluoropiperidin-4-yl)methyl)-1H-pyrrole-2,5-dione hydrochloride Cl.ClC=1C=C(C=NC1)OC=1C(N(C(C1)=O)CC1(CCNCC1)F)=O